6-bromo-4-(butoxycarbonyl)-5-methylquinoline-2-carboxylic acid BrC=1C(=C2C(=CC(=NC2=CC1)C(=O)O)C(=O)OCCCC)C